C1(=CC=CC=C1)S(=O)(=O)N1C(=CC=2C1=NC=CC2C2=NN(N=C2C2=CC=C(C=C2)F)CCCO[Si](C)(C)C(C)(C)C)C2=CC=C(C=C2)N2CCN(CC2)C 1-{4-[1-(benzenesulfonyl)-4-(2-{3-[(tert-butyldimethylsilyl)oxy]propyl}-5-(4-fluorophenyl)-1,2,3-triazol-4-yl)pyrrolo[2,3-b]pyridin-2-yl]phenyl}-4-methylpiperazine